COCC(=O)O METHOXYACETIC ACID